N-[3-(2,2-difluoroacetyl)pyridin-4-yl]-2,2-dimethylpropanamide FC(C(=O)C=1C=NC=CC1NC(C(C)(C)C)=O)F